(3-buten-1-oxy)-3-(3-butyn-1-oxy)-2-propanol dichlorophosphite P(Cl)(Cl)OC(COCCC=C)COCCC#C